1-acetoxy-1λ3-benzo[d][1,2]iodaoxol-3(1H)-one C(C)(=O)OI1OC(C2=C1C=CC=C2)=O